5-(1-cyano-3-thiocyanato-propyl)-3-ethylsulfanyl-pyridine-2-carboxylic acid C(#N)C(CCSC#N)C=1C=C(C(=NC1)C(=O)O)SCC